3-chloro-1,4-dimethyl-6-(1-(Trifluoromethyl)-1H-pyrazole-4-carbonyl)-1,5,6,7-tetrahydro-2H-pyrrolo[3,4-b]pyridin-2-one ClC1=C(C2=C(N(C1=O)C)CN(C2)C(=O)C=2C=NN(C2)C(F)(F)F)C